N-benzyl-3-((1R,5S)-5-(2,5-difluorophenyl)-3-azabicyclo[3.1.0]hexan-2-yl)-N-methyl-3-oxopropanamide Hydrochloride Cl.C(C1=CC=CC=C1)N(C(CC(=O)C1[C@@H]2C[C@@]2(CN1)C1=C(C=CC(=C1)F)F)=O)C